(E)-3-(dimethylamino)-1-(3,4-dimethylphenyl)prop-2-en-1-one CN(/C=C/C(=O)C1=CC(=C(C=C1)C)C)C